pyridin-2-yl-7-(trifluoromethyl)-1,3-benzoxazole N1=C(C=CC=C1)C=1OC2=C(N1)C=CC=C2C(F)(F)F